ClC=1C=C(C=C(C1C)CN1CCOCC1)CC(=O)O 2-(3-chloro-4-methyl-5-(morpholinomethyl)phenyl)acetic acid